FC(C1=NN=C(S1)N1C(N(C2=C1C=C(C=C2N2C[C@@H](O[C@H](C2)C)C)S(=O)(=O)NC2(COC2)CF)C)=O)F 3-(5-(difluoromethyl)-1,3,4-thiadiazol-2-yl)-7-((2S,6S)-2,6-dimethylmorpholino)-N-(3-(fluoromethyl)oxetan-3-yl)-1-methyl-2-oxo-2,3-dihydro-1H-benzo[d]imidazole-5-sulfonamide